[Br-].C1=CC=CC2=CC3=CC=CC=C3C(=C12)C[N+]12[C@@H](C[C@@H]([C@H](C1)C=C)CC2)[C@@H](C2=CC=NC1=CC=CC=C21)OCC=C (2S,4S,5R)-1-[(anthracen-9-yl)methyl]-5-ethenyl-2-[(R)-(prop-2-en-1-yloxy)(quinolin-4-yl)methyl]-1-azabicyclo[2.2.2]octan-1-ium bromide